SCC1=CC(=CC(=C1)CS)CS 1,3,5-Tris(mercaptomethyl)benzol